tertbutyl (4-((6-(N-decyl-N-octylsulfamoyl)hexyl)amino)butyl)carbamate C(CCCCCCCCC)N(S(=O)(=O)CCCCCCNCCCCNC(OC(C)(C)C)=O)CCCCCCCC